N-phenyl-N'-ethenylcarbodiimide C1(=CC=CC=C1)N=C=NC=C